CC(CO)(CO)C 2,2-dimethylpropan-1,3-diol